N-{2-[(3R,4S)-4-cyclopropoxy-3-fluoropiperidin-1-yl]pyrimidin-4-yl}-8-[(2R,3S)-3-(methanesulfonylmeth-yl)-2-methylazetidin-1-yl]-5-(propan-2-yl)-2,6-naphthyridin-3-amine C1(CC1)O[C@@H]1[C@@H](CN(CC1)C1=NC=CC(=N1)NC=1N=CC2=C(C=NC(=C2C1)C(C)C)N1[C@@H]([C@H](C1)CS(=O)(=O)C)C)F